[Si](C)(C)(C(C)(C)C)OCC=1N=C(SC1S(=O)(=O)NC(NC1=C2CCCC2=C(C=2CCCC12)C#N)=O)C(C)(C)O 3-(4-[[(tert-butyldimethylsilyl)oxy]methyl]-2-(2-hydroxypropan-2-yl)-1,3-thiazole-5-sulfonyl)-1-(8-cyano-1,2,3,5,6,7-hexahydro-s-indacen-4-yl)urea